CN1N=C(C=C1)C1=C(C=NC(=C1)N1CC(C(C1)(F)F)(F)F)[C@@H]1CN(CC1)C(C=C)=O |o1:21| (R)- or (S)-1-(3-(4-(1-methyl-1H-pyrazol-3-yl)-6-(3,3,4,4-tetrafluoropyrrolidin-1-yl)pyridin-3-yl)pyrrolidin-1-yl)prop-2-en-1-one